N-tert-butyl-2-(6-oxoindazolo[2,3-a]quinoxalin-5(6H)-yl)-4-phenylbutyramide C(C)(C)(C)NC(C(CCC1=CC=CC=C1)N1C(C=2N(C=3C=CC=CC13)N=C1C=CC=CC12)=O)=O